BrC=1C=C2C(=NC1)C=C(S2)C=2CCN(CC2)C(=O)OC(C)(C)C tert-butyl 4-(6-bromothieno[3,2-b]pyridin-2-yl)-3,6-dihydropyridine-1(2H)-carboxylate